C(C=C)(=O)OCCN(S(=O)(=O)C(C(C(C(C(C(F)(F)F)(F)F)(F)F)(F)F)(F)F)(F)F)C 2-propenoic acid, 2-[methyl[(tridecafluorohexyl)sulfonyl]amino]ethyl ester